Hexahydro-2-imino-1H-thieno[3,4-d]imidazole-4-pentanoic acid N=C1NC2C(N1)CSC2CCCCC(=O)O